N-(cyclopropylmethyl)-3-methyl-azetidin-3-amine hydrochloride Cl.C1(CC1)CNC1(CNC1)C